P(=O)([O-])(O)OC[C@@H]1[C@H]([C@H]([C@@H](O1)N1C=NC=2C(N)=NC=NC12)O)O.[Na+] monosodium adenosine 5'-monophosphate